[Li+].C(C=C)C(C(=O)[O-])C(=O)[O-].[Li+] allyl-malonic acid, lithium salt